(S)-N-(1-(3,5-Difluoropyridin-2-yl)ethyl)-2-(6-hydroxy-5-methyl-2-oxo-1,2-dihydroquinolin-3-yl)acetamide FC=1C(=NC=C(C1)F)[C@H](C)NC(CC=1C(NC2=CC=C(C(=C2C1)C)O)=O)=O